diiminopropyl-dimethylamine N=C(CN(C)C)C=N